2-((1-((3-((4-cyanobenzyl)carbamoyl)-1-methyl-7-oxo-4,5-dihydro-1H-pyrazolo[3,4-c]pyridin-6(7H)-yl)methyl)cyclopropyl)sulfonyl)-2-methylpropyl trifluoromethanesulfonate FC(S(=O)(=O)OCC(C)(C)S(=O)(=O)C1(CC1)CN1C(C2=C(CC1)C(=NN2C)C(NCC2=CC=C(C=C2)C#N)=O)=O)(F)F